2,4,6-Trihydrazino-1,3,5-triazine N(N)C1=NC(=NC(=N1)NN)NN